C(C)N1N=C2C(=CC=C(C2=C1)N1C[C@H](N([C@H](C1)C)C(=O)OC(C)(C)C)C)C(NC=1C=C(C=2N(C1)C=C(N2)C)F)=O tert-butyl (2R,6S)-4-[2-ethyl-7-({8-fluoro-2-methylimidazo[1,2-a]pyridin-6-yl}carbamoyl) indazol-4-yl]-2,6-dimethylpiperazine-1-carboxylate